C(C=C)[Sn](CCCC)(CCCC)CCCC allyl-tri-n-butyl-tin